6-(3-isopropyl-5-(piperidin-4-yl)-1H-indol-2-yl)-7-methyl-[1,2,4]triazolo[4,3-a]pyrazin-8(7H)-one C(C)(C)C1=C(NC2=CC=C(C=C12)C1CCNCC1)C=1N(C(C=2N(C1)C=NN2)=O)C